FC(C(C(F)(F)F)OC(=O)N1CCC2(CCCN2CC2=C(C=C(C=C2)C(F)(F)F)N2CC3(CC2)CCN(CC3)CC(=O)O)CC1)(F)F 2-(2-(2-((8-(((1,1,1,3,3,3-Hexafluoropropan-2-yl)oxy)carbonyl)-1,8-diazaspiro[4.5]decan-1-yl)methyl)-5-(trifluoromethyl)phenyl)-2,8-diazaspiro[4.5]decan-8-yl)acetic acid